C(C)(C)N1C2=NC(=NC(=C2N=C1)NCC1=CC(=C(C=C1)C1=CC=CC=C1)OCCCCO)N1CCNCC1 4-((4-(((9-isopropyl-2-(piperazin-1-yl)-9H-purin-6-yl)amino)methyl)-[1,1'-biphenyl]-2-yl)oxy)butan-1-ol